1-ethyl benzoate C(C1=CC=CC=C1)(=O)OCC